CC1(C(NC2=CC(=CC=C2C1)O[C@H]1C[C@@H]2COC3=C(C(N2C1)=O)C(=C(C(=C3)C)F)OC(C)C)=O)C (2S,11aR)-2-((3,3-Dimethyl-2-oxo-1,2,3,4-tetrahydroquinolin-7-yl)oxy)-7-fluoro-6-isopropoxy-8-methyl-2,3,11,11a-tetrahydro-1H,5H-benzo[f]pyrrolo[2,1-c][1,4]oxazepin-5-one